3-(2-chloro-5-(2,6-dioxo-4-trifluoromethyl-3,6-dihydropyrimidin-1(2H)-yl)-4-fluorophenyl)-5-methyl-4,5-dihydroisoxazole-5-carboxylic acid ethyl ester C(C)OC(=O)C1(CC(=NO1)C1=C(C=C(C(=C1)N1C(NC(=CC1=O)C(F)(F)F)=O)F)Cl)C